N-(3-[4-(2,6-difluoro-pyridin-3-yl)phenyl]propyl)-2-(furan-3-yl)-6-methylthieno[2,3-d]pyrimidin-4-amine FC1=NC(=CC=C1C1=CC=C(C=C1)CCCNC=1C2=C(N=C(N1)C1=COC=C1)SC(=C2)C)F